cyano(4-fluoro-3-phenoxyphenyl)methyl-3-[2-chloro-2-(4-chlorophenyl)ethenyl]-2,2-dimethylcyclopropanecarboxylate C(#N)C1(C(C1(C(=O)[O-])CC1=CC(=C(C=C1)F)OC1=CC=CC=C1)(C)C)C=C(C1=CC=C(C=C1)Cl)Cl